N-(3-(5-(4-chloro-2-methylpyrimidin-5-yl)-1H-pyrrolo-[2,3-b]pyridine-3-carbonyl)-2,6-difluorophenyl)-propane-1-sulfonamide ClC1=NC(=NC=C1C=1C=C2C(=NC1)NC=C2C(=O)C=2C(=C(C(=CC2)F)NS(=O)(=O)CCC)F)C